C(CC)(=S)O thiopropionic acid